Tert-butyl 2-(4-(4-(4,4,5,5-tetramethyl-1,3,2-dioxaborolan-2-yl)phenoxy)piperidin-1-yl)acetate CC1(OB(OC1(C)C)C1=CC=C(OC2CCN(CC2)CC(=O)OC(C)(C)C)C=C1)C